ClC1=C(N(N=C1)C(C)C)C=1C=C(C=CC1OC)NC(=O)NC1=C(C=C(C=C1)C(F)(F)F)Cl 1-[3-(4-Chloro-2-isopropyl-2H-pyrazol-3-yl)-4-methoxyphenyl]-3-(2-Chloro-4-trifluoromethyl-phenyl)-urea